methyl 3-(9-((4-(((tert-butoxycarbonyl)amino)methyl)-2,6-dimethylphenyl)carbamoyl)-4,5-dihydrobenzo[b]thieno[2,3-d]oxepin-8-yl)-6-(pyrrolidine-1-carbonyl)picolinate C(C)(C)(C)OC(=O)NCC1=CC(=C(C(=C1)C)NC(=O)C1=CC2=C(OCCC3=C2SC=C3)C=C1C=1C(=NC(=CC1)C(=O)N1CCCC1)C(=O)OC)C